(E)-4-(6-(2-((1H-indol-3-yl)methylene)hydrazinyl)-9-phenyl-9H-purin-2-yl)morpholine N1C=C(C2=CC=CC=C12)\C=N\NC1=C2N=CN(C2=NC(=N1)N1CCOCC1)C1=CC=CC=C1